6-(2-nitroimidazolyl)hexylamine [N+](=O)([O-])C=1NC=C(N1)CCCCCCN